C1(CC1)N1[C@H]([C@H](N(CC1)C1=NC(=NC=C1)C1=CN=C2N1C=C(C=C2)C(F)F)C)CNS(=O)(=O)C N-(((2S,3R)-1-cyclopropyl-4-(2-(6-(difluoromethyl)imidazo[1,2-a]pyridin-3-yl)pyrimidin-4-yl)-3-methylpiperazin-2-yl)methyl)methanesulfonamide